CC=1N=C2N(C=C(C=C2C(F)(F)F)C=2N=C3N(C(C2)=O)C=C(C=C3)N3CCNCC3)C1 2-[2-methyl-8-(trifluoromethyl)imidazo[1,2-a]pyridin-6-yl]-7-(piperazin-1-yl)-4H-pyrido[1,2-a]pyrimidin-4-one